ClC1=C(C=NN1CC1(CC1)C#N)NC1=NC2=CC(=C(C=C2C=N1)Cl)C1CCN(CC1)C1COC1 1-{[5-chloro-4-({6-chloro-7-[1-(oxetan-3-yl)piperidin-4-yl]quinazolin-2-yl}amino)-1H-pyrazol-1-yl]methyl}cyclopropane-1-carbonitrile